2-chloro-N-(2-cyanopyridin-4-yl)-5-(trifluoromethyl)nicotinamide ClC1=C(C(=O)NC2=CC(=NC=C2)C#N)C=C(C=N1)C(F)(F)F